ClC1=CC=C(C=C1)C1=C(CCC(C1)(C)C)CN1C2CN(C(C1)CC2)CC=2C=CC=C1CN(C(C21)=O)C2C(NC(CC2)=O)=O 3-(7-((5-((4'-chloro-5,5-dimethyl-3,4,5,6-tetrahydro-[1,1'-biphenyl]-2-yl)methyl)-2,5-diazabicyclo[2.2.2]octane-2-yl)methyl)-1-oxoisoindolin-2-yl)piperidine-2,6-dione